N-cyclopentyl-2-(3-methyl-3,8-diazabicyclo[3.2.1]octan-8-yl)-6,7-dihydrothiazolo[5,4-c]pyridine-5(4H)-carboxamide C1(CCCC1)NC(=O)N1CC2=C(CC1)N=C(S2)N2C1CN(CC2CC1)C